2-(2-methoxy-1-(6-methoxypyridin-3-yl)ethyl)-6-(phenylsulfonyl)phthalazin-1(2H)-one COCC(C=1C=NC(=CC1)OC)N1C(C2=CC=C(C=C2C=N1)S(=O)(=O)C1=CC=CC=C1)=O